O1COC2=C1C=CC(=C2)C(CC(=O)O)C2=CC1=CC(=CC=C1C=C2)OCC(=O)N(C)C2CCCCCC2 3-(benzo[d][1,3]dioxol-5-yl)-3-(7-(2-(cycloheptyl(methyl)amino)-2-oxoethoxy)naphthalen-2-yl)propanoic acid